4,4'-(tetrahydro-2H-thiopyran-4,4-diyl)diphenol S1CCC(CC1)(C1=CC=C(C=C1)O)C1=CC=C(C=C1)O